F[C@@H]1[C@@]2(CC[C@](C[C@H]1OC1=CC=C(N=N1)C1=C(C=C(C=C1)C1=NC=CC(N1C)=O)O)(N2)C)C 2-(4-(6-(((1S,2R,3R,5R)-2-fluoro-1,5-dimethyl-8-azabicyclo[3.2.1]octan-3-yl)oxy)pyridazin-3-yl)-3-hydroxyphenyl)-3-methylpyrimidin-4(3H)-one